N-vinylcarboxylic acid amide C(=C)NC=O